3-(5-(((1R,2R)-2-((S)-3-methoxypyrrolidin-1-yl)cyclopentyl)oxy)-1-oxoisoindolin-2-yl)piperidine-2,6-dione CO[C@@H]1CN(CC1)[C@H]1[C@@H](CCC1)OC=1C=C2CN(C(C2=CC1)=O)C1C(NC(CC1)=O)=O